4-aminophenoxy-2-tert-butylbenzene NC1=CC=C(OC2=C(C=CC=C2)C(C)(C)C)C=C1